triaz-2-ene-1-carboxylate N(N=N)C(=O)[O-]